6-fluorobenzofuran-3(2H)-one FC1=CC2=C(C(CO2)=O)C=C1